C(#N)C1=CNC2=NC=CC(=C21)C2=CC=C(C=C2)C2(CCN(CC2)C(=O)OC(C)(C)C)O tert-butyl 4-(4-(3-cyano-1H-pyrrolo[2,3-b]pyridin-4-yl)phenyl)-4-hydroxypiperidine-1-carboxylate